3,7-dimethyl-1,6-nonadien CC(C=C)CCC=C(CC)C